BrC=1C(=C2C(N(C(=NC2=CC1)C(CCC)N1CCN(CCC1)C)CC)=O)Cl 6-bromo-5-chloro-3-ethyl-2-(1-(4-methyl-1,4-diazepan-1-yl)butyl)quinazolin-4(3H)-one